F[C@@]1(CN(CCC1)C1=C(C(=CC=C1[N+](=O)[O-])OC1=C(C=CC=C1)F)C(F)(F)F)CN 1-{(3R)-3-fluoro-1-[3-(2-fluorophenoxy)-6-nitro-2-(trifluoromethyl)phenyl]piperidine-3-yl}methaneamine